7-((2S,3S,4S)-3,4-bis(benzyloxy)-5,5-bis((benzyloxy)methyl)tetrahydrofuran-2-yl)pyrrolo[2,1-f][1,2,4]triazin-4-amine C(C1=CC=CC=C1)O[C@H]1[C@@H](OC([C@H]1OCC1=CC=CC=C1)(COCC1=CC=CC=C1)COCC1=CC=CC=C1)C1=CC=C2C(=NC=NN21)N